C1CC12CN(CC2)CCNC(C2=CN=C(C(=C2)NC2=NN(C1=NC(=NC=C12)NC=1C=NC=NC1)C)C)=O N-(2-(5-azaspiro[2.4]heptan-5-yl)ethyl)-6-methyl-5-((1-methyl-6-(pyrimidin-5-ylamino)-1H-pyrazolo[3,4-d]pyrimidin-3-yl)amino)nicotinamide